FC1=C(C(=C(C(=C1F)F)F)F)[B-](C1=C(C(=C(C(=C1F)F)F)F)F)(C1=C(C(=C(C(=C1F)F)F)F)F)C1=C(C(=C(C(=C1F)F)F)F)F.C(CCCCCCCCCCCCC)[NH+](CCCCCCCCCCCC)C1=C(C=CC=C1)C N-tetradecyl-N-dodecyl-toluylammonium [tetrakis(perfluorophenyl) borate]